ClC1=C(OCC2CNC2)C=CC(=C1)F 3-[(2-chloro-4-fluoro-phenoxy)methyl]azetidine